((1R)-1-(4-(2-(5-chloropyridine-2-yl)-2-methylbenzo[d][1,3]dioxolan-4-yl)piperidin-1-yl)ethyl)-4-methoxy-1-(((S)-oxetan-2-yl)methyl)-1H-benzo[d]imidazole-6-carboxylic acid ClC=1C=CC(=NC1)C1(OC2=C(O1)C=CC=C2C2CCN(CC2)[C@H](C)C2=NC1=C(N2C[C@H]2OCC2)C=C(C=C1OC)C(=O)O)C